C1(CCCCC1)C(=[Hf](C1=C(C=CC=2C3=CC=C(C=C3CC12)C(C)(C)C)C(C)(C)C)C1C=CC=C1)C (cyclohexyl)(methyl)methylene(cyclopentadienyl)(2,7-di-tert-butylfluorenyl)hafnium